ClC1=CC=C(C=C1)CC(CC1=CC(=CC(=C1)F)F)(C)NC([C@H](C)NC(OC(C)(C)C)=O)=O tert-butyl ((2S)-1-((1-(4-chlorophenyl)-3-(3,5-difluorophenyl)-2-methylpropan-2-yl)amino)-1-oxopropan-2-yl)carbamate